6-fluoro-5-(4-(3-(5-fluoro-4-oxo-3,4-dihydroquinazolin-2-yl)cyclopentyl)piperazin-1-yl)-N-methylpicolinamide FC1=C(C=CC(=N1)C(=O)NC)N1CCN(CC1)C1CC(CC1)C1=NC2=CC=CC(=C2C(N1)=O)F